5-dimethylaminonaphthalene-1-sulfonic acid CN(C1=C2C=CC=C(C2=CC=C1)S(=O)(=O)O)C